C(#N)C1=CC=C(OC=2C=C(C=CC2)NC(=O)[C@H]2CNC[C@@H]2C2=CC=CC=C2)C=C1 (3R,4S)-N-[3-(4-cyanophenoxy)phenyl]-4-phenylpyrrolidine-3-carboxamide